(S)-4-(2-(1-(tert-butoxycarbonyl)pyrrolidin-2-yl)-5-(ethoxy-carbonyl)-1H-imidazol-4-yl)benzoic acid C(C)(C)(C)OC(=O)N1[C@@H](CCC1)C=1NC(=C(N1)C1=CC=C(C(=O)O)C=C1)C(=O)OCC